(2R)-1-[(4aR,8aS)-decahydroquinolin-1-yl]-2-{cyclopropyl[(2,4-dimethoxyphenyl)methyl]amino}-3-[(2,2-difluoroethyl)amino]propan-1-one N1(CCC[C@H]2CCCC[C@H]12)C([C@@H](CNCC(F)F)N(CC1=C(C=C(C=C1)OC)OC)C1CC1)=O